Methyl 2-{[4-(4-methylphenyl)piperidine-1-carbonyl]amino}-3-[4-(propan-2-yl)piperazin-1-yl]benzoate CC1=CC=C(C=C1)C1CCN(CC1)C(=O)NC1=C(C(=O)OC)C=CC=C1N1CCN(CC1)C(C)C